Cl.CC=1N=C2C(=C3CNCCC13)CN(C2)C(=O)[C@H]2CN(CC2)C2=CC(=NC=C2)C(F)(F)F (5-Methyl-1,3,6,7,8,9-hexahydro-2,4,8-triaza-cyclopenta[a]naphthalen-2-yl)-[1-(2-trifluoromethyl-pyridin-4-yl)-pyrrolidin-3(R)-yl]-methanone hydrochloride